(3-bromo-1-(4-(1,1-difluoroethyl)pyrimidin-2-yl)-1H-pyrazolo[4,3-c]pyridin-6-yl)acetamide BrC1=NN(C2=C1C=NC(=C2)CC(=O)N)C2=NC=CC(=N2)C(C)(F)F